ClC[C@@H]1CN(C=2C=C(C3=C(C12)C=CC=C3)O)C(CCCOC=3C(=CC1=C(N=C[C@H]2N(C1=O)CC=C(C2)C2=CSC=C2)C3)OC)=O (S)-3-(4-((S)-1-(Chloromethyl)-5-hydroxy-1,2-dihydro-3H-benzo[e]indol-3-yl)-4-oxobutoxy)-2-methoxy-8-(thiophen-3-yl)-7,10-dihydrobenzo[e]pyrido[1,2-a][1,4]diazepin-12(6aH)-one